C(C(C)C)OC=1C(=CC(N2[C@@H](CSC12)C(=O)O)=O)CC1=CC=CC2=CC=CC=C12 (3R)-7-isobutoxy-6-[(1-naphthyl)methyl]-4-oxo-1-thia-3a-aza-3-indanecarboxylic acid